C1(CC1)N1C(N(CC2=C1C1=C(N=C2)NC(=C1)CN1CCN(CC1)CC)C1=C(C(=CC(=C1F)OC)OC)F)=O 1-cyclopropyl-3-(2,6-difluoro-3,5-dimethoxyphenyl)-8-[(4-ethylpiperazin-1-yl)methyl]-1,3,4,7-tetrahydro-2H-pyrrolo[3',2':5,6]pyrido[4,3-d]pyrimidin-2-one